FC(C=1C=NC=CC1[S-])(F)F.[Na+] sodium 3-(trifluoromethyl)pyridine-4-thiolate